Calcium {7-[4-(4-(benzo[b]thiophen-4-yl)piperazin-1-yl)butoxy]-2-oxo-2H-quinolin-1-yl}methyl phosphate P(=O)(OCN1C(C=CC2=CC=C(C=C12)OCCCCN1CCN(CC1)C1=CC=CC=2SC=CC21)=O)([O-])[O-].[Ca+2]